2',3'-dihydro-1'H-spiro[cyclopropan-1,4'-isoquinoline]-1'-one C1(NCC2(C3=CC=CC=C13)CC2)=O